3-{[(5-bromopyridin-3-yl)amino]methyl}-4-methylbenzoic acid BrC=1C=C(C=NC1)NCC=1C=C(C(=O)O)C=CC1C